2-chloro-methyl-L-phenylalanine ClC1=C(C[C@H](NC)C(=O)O)C=CC=C1